C1(=CC=CC=C1)C1CCN(CC1)C1=NC(=CC(=N1)NC1=CC2=C(C=N1)C=NN2C(C)C)N2CCCC2 N-[2-(4-phenylpiperidin-1-yl)-6-(pyrrolidin-1-yl)pyrimidin-4-yl]-1-(propan-2-yl)-1H-pyrazolo[4,3-c]pyridin-6-amine